C1(CCCC1)N1C(=CC2=C1N=C(N=C2)NC2=NC=C(C=C2)N2CCC(CC2)C2CCC1(OCCO1)CC2)C(=O)N(C)C 7-cyclopentyl-2-[[5-[4-(1,4-dioxaspiro[4.5]dec-8-yl)-1-piperidinyl]-2-pyridinyl]amino]-N,N-dimethyl-pyrrolo[2,3-d]pyrimidine-6-carboxamide